CS(=O)C=CCC/C(=N/S(=O)(=O)[O-])/S[C@H]1[C@@H]([C@H]([C@@H]([C@H](O1)CO)O)O)O The molecule is a glucosinolate resulting from the removal of the proton from the oxime hydrogen sulfate group of glucoraphenin. It derives from a gluconapin(1-). It is a conjugate base of a glucoraphenin.